(4-((3-(7-((3-fluoropiperidin-4-yl)amino)-3-(2,2,2-trifluoro-1-((trimethylsilyl)oxy)ethyl)benzo[b]thiophen-2-yl)prop-2-yn-1-yl)amino)-3-methoxyphenyl)dimethyl-phosphine oxide FC1CNCCC1NC1=CC=CC2=C1SC(=C2C(C(F)(F)F)O[Si](C)(C)C)C#CCNC2=C(C=C(C=C2)P(C)(C)=O)OC